(Dioxane) HCl Cl.O1CCOCC1